2-(1-(1-(3-fluorophenyl)-1H-indazole-4-carbonyl)piperidin-4-yl)isoindolin-1-one FC=1C=C(C=CC1)N1N=CC=2C(=CC=CC12)C(=O)N1CCC(CC1)N1C(C2=CC=CC=C2C1)=O